NC([C@H](CCC(=O)OC(C)(C)C)N1C(C2=CC=CC(=C2C1)OCC1=C(C=C(C=C1)CN1CCOCC1)NCCOC)=O)=O tert-butyl (4S)-5-amino-4-[4-[[2-(2-methoxyethylamino)-4-(morpholino-methyl)phenyl]methoxy]-1-oxo-isoindolin-2-yl]-5-oxo-pentanoate